methyl-(2S,4S)-4-(4-chlorophenyl)-5-(3,5-dimethylbenzoyl)-2-methyl-3-azabicyclo[3.1.1]heptane-2-carboxylate COC(=O)[C@@]1(C2CC([C@@H](N1)C1=CC=C(C=C1)Cl)(C2)C(C2=CC(=CC(=C2)C)C)=O)C